ClC1=C(C(=C(C=C1OC)OC)Cl)N1C(N(C2=NC(=NC=C2C1)NC)C1CN(CCC1)C(C=CCN(C)C)=O)=O 3-(2,6-dichloro-3,5-dimethoxyphenyl)-1-(1-(4-(dimethylamino)but-2-enoyl)piperidin-3-yl)-7-(methylamino)-3,4-dihydropyrimido[4,5-d]pyrimidin-2(1H)-one